(2S)-2-({5-[(1S)-1-[(5-chloro-2-methylpyridin-3-yl)amino]ethyl]thiophen-2-yl}formamido)-3-cyclopentyl-N-(1-methyl-1H-pyrazol-4-yl)propanamide ClC=1C=C(C(=NC1)C)N[C@@H](C)C1=CC=C(S1)C(=O)N[C@H](C(=O)NC=1C=NN(C1)C)CC1CCCC1